NC=1C=C(C2=CC=CC=C2C1N)S(=O)(=O)O 3,4-diaminonaphthalene-1-sulfonic acid